O=C1NC(CCC1N1C(C2=CC=C(C=C2C1)CNCC1=CC=C(C(=O)NC2=CC(=C(C=C2)C)NC2=NC=CC(=N2)C=2C=NC=CC2)C=C1)=O)=O 4-((((2-(2,6-dioxopiperidin-3-yl)-1-oxoisoindoline-5-yl)methyl)amino)methyl)-N-(4-methyl-3-((4-(pyridin-3-yl)pyrimidin-2-yl)amino)phenyl)benzamide